FC1=NN2C(N=CC3=C2C2(CC3C(=O)N)CCC2)=C1 2'-fluoro-6',7'-dihydrospiro[cyclobutane-1,8'-cyclopenta[e]pyrazolo[1,5-a]pyrimidine]-6'-carboxamide